C(#C)C=1C2=CC=CC=C2C=C2C=CC=C(C12)C1=CC=C(C=C1)C1=CC=CC2=CC3=CC=CC=C3C(=C12)C#C 1,4-Bis(9'-ethynylanthracenyl)benzene